BrC1=CC(=CC=2C=3N(C(=NC12)N[C@H]1C(NCCCC1)=O)N=C(N3)C=3C=NN(C3)C)Br (3R)-3-{[7,9-dibromo-2-(1-methyl-1H-pyrazol-4-yl)[1,2,4]triazolo[1,5-c]quinazolin-5-yl]amino}azepan-2-one